CC1=NN(C=C1)C=1C=C(C(=O)O)C=CC1C(F)(F)F 3-(3-Methyl-1H-pyrazol-1-yl)-4-(trifluoromethyl)benzoic acid